methyl-(2-oxo-1,3-dioxolan) acrylate C(C=C)(=O)O.CC1OC(OC1)=O